FC1=C(C(=CC=2CCC(CC12)NCCC1=NC=CC=C1)O)N1CC(NS1(=O)=O)=O 5-(1-fluoro-3-hydroxy-7-{[2-(pyridin-2-yl)ethyl]amino}-5,6,7,8-tetrahydronaphthalen-2-yl)-1λ6,2,5-thiadiazolidine-1,1,3-trione